C(C1=CC=CC=C1)OC(N(C)CCOCCOCC#CBr)=O.BrC=1C=C2C=CC(=NC2=CC1)N1CCN(CC1)C(C)=O 1-(4-(6-Bromoquinolin-2-yl)piperazin-1-yl)ethan-1-one benzyl-(2-(2-((3-bromoprop-2-yn-1-yl)oxy)ethoxy)ethyl)(methyl)carbamate